2,4-di-t-butyl-cumene C(C)(C)(C)C1=C(C=CC(=C1)C(C)(C)C)C(C)C